(2-((3-((3-carbamoyl-6-cyclopropyl-5-ethylpyrazin-2-yl)amino)-5-fluorophenylethyl)amino)-2-oxoethyl)(methyl)carbamic acid tert-butyl ester C(C)(C)(C)OC(N(C)CC(=O)NCCC1=CC(=CC(=C1)F)NC1=NC(=C(N=C1C(N)=O)CC)C1CC1)=O